Tert-butyl N-[2-[2-[3-[3-(2,6-dioxo-3-piperidyl)-2-oxo-1,3-benzoxazol-6-yl]prop-2-ynoxy] ethoxy]ethyl]-N-methyl-carbamate O=C1NC(CCC1N1C(OC2=C1C=CC(=C2)C#CCOCCOCCN(C(OC(C)(C)C)=O)C)=O)=O